perfluoro-2,4-dimethyl-1-pentene FC(=C(C(C(C(F)(F)F)(C(F)(F)F)F)(F)F)C(F)(F)F)F